C(C)(C)(C)OC(=O)N1C[C@H](CC1)COC1=CC(=CC=2N(N=NC21)C2OCCCC2)C2=CC=C(C=C2)O (3S)-3-(((6-(4-hydroxyphenyl)-1-(tetrahydro-2H-pyran-2-yl)-1H-benzo[d][1,2,3]triazol-4-yl)oxy)methyl)pyrrolidine-1-carboxylic acid tert-butyl ester